7-(6-morpholinylpyridin-3-yl)-4-phenyl-3,4-dihydro-1H-benzo[4,5]imidazo[2,1-c][1,4]oxazine N1(CCOCC1)C1=CC=C(C=N1)C1=CC2=C(N=C3COCC(N32)C3=CC=CC=C3)C=C1